N-Fmoc-L-valinol C(=O)(OCC1C2=CC=CC=C2C2=CC=CC=C12)N[C@@H](C(C)C)CO